ClC1=CC2=C([C@@]3(OCC2=O)C[C@H](N(CC3)C(C(F)(F)F)=O)C3=CC(=NO3)C)S1 (2s,4s)-2'-chloro-2-(3-methylisoxazol-5-yl)-1-(2,2,2-trifluoroacetyl)spiro[piperidine-4,7'-thieno[2,3-c]pyran]-4'(5'H)-one